C(C)(C)(C)[Si](OCC1CC2=C(C=C(C=C2C1)O)F)(C)C 2-[[tert-butyl-(dimethyl)silyl]oxymethyl]-7-fluoro-2,3-dihydro-1H-inden-5-ol